FC1=NC2=C(C=3C=NC=C(C13)F)N(N=N2)C 5,6-difluoro-1-methyl-1H-[1,2,3]triazolo[4,5-c][2,6]naphthyridine